NC1=NNC2=C1C(=NC(=C2Br)C)C2=CC=C(CNC(C1=C(C=CC(=C1)F)OC)=O)C=C2 N-(4-(3-amino-7-bromo-6-methyl-1H-pyrazolo[4,3-c]pyridin-4-yl)benzyl)-5-fluoro-2-methoxybenzamide